2-(2-(5-cyclopropyl-3-(3,5-dichloropyridin-4-yl)isoxazol-4-yl)-7-azaspiro[3.5]non-1-en-7-yl)benzo[d]thiazole-6-carboxylic acid C1(CC1)C1=C(C(=NO1)C1=C(C=NC=C1Cl)Cl)C1=CC2(C1)CCN(CC2)C=2SC1=C(N2)C=CC(=C1)C(=O)O